N-hexyl-bis(methoxycarbonylmethyl)amine C(CCCCC)N(CC(=O)OC)CC(=O)OC